ClC=1C(NN=CC1N1CC=2N=C(N=C(C2CC1)OC1=C(C=CC=C1)C(F)(F)F)NCCO)=O 4-chloro-5-[2-[(2-hydroxyethyl)amino]-4-[2-(trifluoromethyl)phenoxy]-5H,6H,7H,8H-pyrido[3,4-d]pyrimidin-7-yl]-2,3-dihydropyridazin-3-one